C(C)(C)(C)N1N=NC(=C1)C(=O)N1CCC(CC1)OC=1C=CC=C2C(=NN(C12)C)C1C(NC(CC1)=O)=O 3-(7-((1-(1-(tert-butyl)-1H-1,2,3-triazole-4-carbonyl)piperidin-4-yl)oxy)-1-methyl-1H-indazol-3-yl)piperidine-2,6-dione